p-nitrocumene hydroperoxide [O-]O.[N+](=O)([O-])C1=CC=C(C=C1)C(C)C